C(#N)C1=NC2=CC(=CC(=C2N=C1N1CCC(CC1)(F)F)C(C)NC=1C(=NC(=CC1)C)C(=O)O)C 3-((1-(2-cyano-3-(4,4-difluoropiperidin-1-yl)-7-methylquinoxalin-5-yl)ethyl)amino)-6-methylpicolinic acid